7-{[(1S)-1-{4-[4-(4-acryloylpiperazin-1-yl)tetrahydro-2H-pyran-4-yl]phenyl}ethyl]amino}-1-(propan-2-yl)-1,6-naphthyridin-2(1H)-one C(C=C)(=O)N1CCN(CC1)C1(CCOCC1)C1=CC=C(C=C1)[C@H](C)NC1=NC=C2C=CC(N(C2=C1)C(C)C)=O